N-tert-butyl-2-iodo-N-methylbenzamide C(C)(C)(C)N(C(C1=C(C=CC=C1)I)=O)C